N-(1-amino-3-hydroxy-2-methyl-1-oxopropan-2-yl)-2-methyl-5-(phenylethynyl)benzofuran-3-carboxamide NC(C(CO)(C)NC(=O)C1=C(OC2=C1C=C(C=C2)C#CC2=CC=CC=C2)C)=O